2-[(5-bromo-4-chloro-3-iodo-pyrrolo[2,3-b]pyridin-1-yl)methoxy]ethyl-trimethyl-silane BrC=1C(=C2C(=NC1)N(C=C2I)COCC[Si](C)(C)C)Cl